[1-(3-chloro-2-piperazin-1-yl-6-quinolyl)-3-piperidyl]methanamine dihydrochloride Cl.Cl.ClC=1C(=NC2=CC=C(C=C2C1)N1CC(CCC1)CN)N1CCNCC1